C(CCCCCC(C)C)C1(C(CCCC1)(C(=O)O)CCCCCCC(C)C)C(=O)O.C(CCCCCC(C)C)OC(=O)C1C(CCCC1)C(=O)OCCCCCCC(C)C 1,2-cyclohexanedicarboxylic acid diisononyl ester (diisononylcyclohexane-1,2-dicarboxylate)